(1r,4r)-4-((4-(difluoromethoxy)-5-(imidazo[1,2-a]pyrimidin-6-yl)pyrrolo[2,1-f][1,2,4]triazin-2-yl)amino)-1-ethylcyclohexan-1-ol FC(OC1=NC(=NN2C1=C(C=C2)C=2C=NC=1N(C2)C=CN1)NC1CCC(CC1)(O)CC)F